C(C)(=O)N1CC[C@@H]2N(C([C@H](C1)NC(=O)C1=CC3=C(S1)C=CC(=C3)C(F)(F)P(O)(O)=O)=O)[C@@H](CC2)C(=O)N2[C@H](COCC2)C2=CC=CC=C2 ((2-(((5S,8S,10aR)-3-acetyl-6-oxo-8-((S)-3-phenylmorpholine-4-carbonyl)decahydropyrrolo[1,2-a][1,5]diazocin-5-yl)carbamoyl)benzo[b]thiophen-5-yl)difluoromethyl)phosphonic acid